4-((1-(4-(2-(2-Aminopyridin-3-yl)-5-(3-oxomorpholino)-3H-imidazo[4,5-b]pyridin-3-yl)benzyl)piperidin-4-yl)amino)pyrimidine-2-carbonitrile NC1=NC=CC=C1C1=NC=2C(=NC(=CC2)N2C(COCC2)=O)N1C1=CC=C(CN2CCC(CC2)NC2=NC(=NC=C2)C#N)C=C1